FC(C(F)(F)F)(C1=CC2=CC=CC=C2C=C1C#CC1=CC=CC=C1)F 2-(perfluoroethyl)-3-(phenylethynyl)naphthalene